BrC=1C=C2C(=NC=NN2C1)C1=CC(=C(CNC(OCC2=CC=CC=C2)=O)C=C1)C Benzyl (4-(6-bromopyrrolo[2,1-f][1,2,4]triazin-4-yl)-2-methylbenzyl)carbamate